NC1=C(C=CC=C1C)NC1=CC=C(C=C1)NC(OC(C)(C)C)=O tert-Butyl 4-(2-amino-3-methylphenylamino)phenylcarbamate